C(C)OC1=NC=CC=C1COC=1C=CC2=C(C(=C(O2)C)C(=O)O)C1 5-((2-ethoxypyridin-3-yl)methoxy)-2-methylbenzofuran-3-carboxylic acid